CN1C(C(=CC2=CC=C(C=C12)C1CCOCC1)C)=O 1,3-dimethyl-2-oxo-7-(tetrahydro-2H-pyran-4-yl)-1,2-dihydroquinolin